N-(1-(((4-(4-(trifluoromethyl)phenyl)phthalazin-1-yl)amino)methyl)cyclobutyl)acrylamide FC(C1=CC=C(C=C1)C1=NN=C(C2=CC=CC=C12)NCC1(CCC1)NC(C=C)=O)(F)F